5-ethynyl-8-(3H-imidazol-4-ylmethyl)-6-methyl-2-{[4-(4-methylpiperazin-1-yl)phenyl]amino}pyrido[2,3-d]pyrimidin-7-one C(#C)C1=C(C(N(C=2N=C(N=CC21)NC2=CC=C(C=C2)N2CCN(CC2)C)CC=2NC=NC2)=O)C